NC(C(=O)NC1(CC1)C#N)=CC=1OC2=C(N1)C=CC=C2C(F)(F)F (S)-2-amino-N-(1-cyanocyclopropyl)-3-(7-(trifluoromethyl)benzo[d]oxazol-2-yl)propenamide